2,3,4,5-tetrakis(trimethylsilyloxy)-6-trimethylsilyloxymethyl-2-(5-(4-ethylphenyl)hydroxymethyl-2-(1-methoxy-1-methylethoxymethyl)phenyl)tetrahydropyran C[Si](OC1(OC(C(C(C1O[Si](C)(C)C)O[Si](C)(C)C)O[Si](C)(C)C)CO[Si](C)(C)C)C1=C(C(=CC(=C1)C1=CC=C(C=C1)CC)CO)COC(C)(C)OC)(C)C